1-benzyl-N-[2-[(2-methoxyethylamino)methyl]-4-methyl-5-oxo-7,8-dihydro-6H-pyrazolo[1,5-a][1,3]diazepin-6-yl]-1,2,4-triazole-3-carboxamide C(C1=CC=CC=C1)N1N=C(N=C1)C(=O)NC1C(N(C=2N(CC1)N=C(C2)CNCCOC)C)=O